[1-(3-amino-5-trifluoromethyl-phenyl)-ethyl]-(7-bromo-1,2-dihydro-imidazo[1,2-a]quinazolin-5-yl)-amine NC=1C=C(C=C(C1)C(F)(F)F)C(C)NC1=NC=2N(C3=CC=C(C=C13)Br)CCN2